C(C)(C)(C)OC(=O)N1CCC(CC1)OC=1C=C2C(=NC=NC2=CC1OC)Cl 4-((4-chloro-7-methoxy-quinazolin-6-yl)oxy)piperidine-1-carboxylic acid tert-butyl ester